5-cyano-2-methyl-N-(1-(2-(4-(trifluoromethyl)-2H-1,2,3-triazol-2-yl)quinolin-4-yl)ethyl)benzamide C(#N)C=1C=CC(=C(C(=O)NC(C)C2=CC(=NC3=CC=CC=C23)N2N=CC(=N2)C(F)(F)F)C1)C